ClC1=C(C=NC(=C1)Cl)C(CCC=C)NC1=CC=C(C=C1)OC N-(1-(4,6-dichloropyridin-3-yl)pent-4-en-1-yl)-4-methoxyaniline